2-ethyl-4-(2,2,3-trimethylcyclopent-3-en-1-yl)but-3-en-1-ol C(C)C(CO)C=CC1C(C(=CC1)C)(C)C